N=1N=CN(C1)CN1N=CC2=C(C1=O)N(C1=C2C=CC(=N1)OC1=NC(=CC=C1)C)C 7-((4H-1,2,4-triazol-4-yl)methyl)-9-methyl-2-((6-methylpyridin-2-yl)oxy)-7,9-dihydro-8H-pyrido[3',2':4,5]pyrrolo[2,3-d]pyridazin-8-one